4-chloro-7-(2-(4-methylpiperazin-1-yl)ethoxy)quinazoline ClC1=NC=NC2=CC(=CC=C12)OCCN1CCN(CC1)C